3-{2-amino-8-methoxy-[1,2,4]triazolo[1,5-a]pyridin-7-yl}-N-[(3S)-3-(4-chlorophenyl)-3-hydroxypropyl]-2-fluoro-6-methylbenzamide NC1=NN2C(C(=C(C=C2)C=2C(=C(C(=O)NCC[C@H](O)C3=CC=C(C=C3)Cl)C(=CC2)C)F)OC)=N1